BrC1=C(C=C(C(=C1)OC)C(F)(F)F)OC 1-bromo-2,5-dimethoxy-4-(trifluoromethyl)benzene